C1(CCCC1)C1=C(C=C(C=C1OC)\C=C\C1=CC=CC=C1)OC (E)-2-cyclopentyl-1,3-dimethoxy-5-styrylbenzene